[N+](=O)([O-])C1=C2C(C(=O)OC2=O)=CC=C1 3-nitro-phthalic anhydride